3-(4-([2,2':6',2''-terpyridin]-4'-yl)phenoxy)propan-1-ol N1=C(C=CC=C1)C1=NC(=CC(=C1)C1=CC=C(OCCCO)C=C1)C1=NC=CC=C1